(2S)-3-methyl-2-[methyl-[3-(3,3,3-trifluoroprop-1-ynyl)cyclobutanecarbonyl]amino]butanoic acid CC([C@@H](C(=O)O)N(C(=O)C1CC(C1)C#CC(F)(F)F)C)C